C(C(C)C)N1N=CC=C1C=1C=CC=C2C=NC(=NC12)NC=1C=CC(=C(C1)NC(C1=CC=C(C(=O)N(C)C)C=C1)=O)C N1-(5-((8-(1-isobutyl-1H-pyrazol-5-yl)quinazolin-2-yl)amino)-2-methylphenyl)-N4,N4-dimethylterephthalamide